ClC1=C(C=CC=C1)C1=C(C(=NC2=CC(=CC=C12)N1C=NC=C1C)N1CC2(CN(C2)C(C=C)=O)CC1)C#N 4-(2-chlorophenyl)-7-(5-methyl-1H-imidazol-1-yl)-2-(2-(2-propenoyl)-2,6-diazaspiro[3.4]octan-6-yl)-3-quinolinecarbonitrile